N,N-dimethylcyanoacetamide CN(C(CC#N)=O)C